The molecule is a glycosylmannose that is beta-D-mannopyranose in which the hydroxy group at position 2 has been converted into the corresponding beta-D-xylopyranosyl derivative. It is a glycoside and a glycosylmannose. It derives from a beta-D-xylose. C1[C@H]([C@@H]([C@H]([C@@H](O1)O[C@H]2[C@H]([C@@H]([C@H](O[C@H]2O)CO)O)O)O)O)O